FC1(CCC(CC1)(O)C)F 4,4-difluoro-1-methyl-cyclohexanol